3-methyl-N-(5-phenylisoxazol-3-yl)benzenesulfonamide CC=1C=C(C=CC1)S(=O)(=O)NC1=NOC(=C1)C1=CC=CC=C1